5-methoxy-7-(methyl-d3)-1H-indol COC=1C=C2C=CNC2=C(C1)C([2H])([2H])[2H]